ClC=1C=C2C(=CC=NC2=CC1)C1=CC(=C(OC[C@](CC(C)C)(N)C)C=C1)C(F)(F)F (S)-1-(4-(6-chloroquinolin-4-yl)-2-(trifluoromethyl)phenoxy)-2,4-dimethylpentan-2-amine